(3S,4R)-1-{4-[(8-{3-[(ethane-sulfonyl)methyl]azetidin-1-yl}-5-methylisoquinolin-3-yl)amino]pyrimidin-2-yl}-3-fluoro-3-methyl-piperidin-4-ol C(C)S(=O)(=O)CC1CN(C1)C=1C=CC(=C2C=C(N=CC12)NC1=NC(=NC=C1)N1C[C@]([C@@H](CC1)O)(C)F)C